CC=1C(=NC=CC1)O[C@H]1CC[C@H](CC1)CCN1N=C(C2=C1C[C@@H]1[C@H]2C1)C(=O)N1CCC(CC1)NC(OC(C)(C)C)=O tert-butyl {1-[(3bR,4aR)-1-(2-{cis-4-[(3-methylpyridin-2-yl)oxy]cyclohexyl}ethyl)-3b,4,4a,5-tetrahydro-1H-cyclopropa[3,4]cyclopenta[1,2-c]pyrazole-3-carbonyl]piperidin-4-yl}carbamate